CC(CCC1C(CCC1)N)C 2-(3-methylbutyl)cyclopentane-1-amine